ClC1=C(C2=C(NC(O[C@@]23CN(CCC3)C(=O)C=3C=NN(C3)CC3=CC2=C(C(CO2)(C)C)C=C3)=O)C=C1)F (R)-6-Chloro-1'-(1-((3,3-dimethyl-2,3-dihydrobenzofuran-6-yl)methyl)-1H-pyrazole-4-carbonyl)-5-fluorospiro[benzo[d][1,3]oxazine-4,3'-piperidin]-2(1H)-one